methyl 3-cyano-4-methoxy-5-(methylthio)benzoate C(#N)C=1C=C(C(=O)OC)C=C(C1OC)SC